O=C1NC(CCC1N1C(C2=CC=C(C=C2C1=O)OCCCO)=O)=O 2-(2,6-dioxopiperidin-3-yl)-5-(3-hydroxypropoxy)isoindoline-1,3-dione